C(CCC)OC1=CC=C(C=C1)C(C#C)(O)C1=CC=C(C=C1)OCCCC 1,1-bis(4-butoxyphenyl)prop-2-yn-1-ol